C(=O)OCCCC#CC1=C(SC=2C1=NC(=CC2NCC=2SC=CC2)Cl)[C@H]2CC=CC[C@@H]2N(C)C 5-(5-chloro-2-((1S,6S)-6-(dimethylamino)cyclohex-3-en-1-yl)-7-((thiophen-2-ylmethyl)amino)thieno[3,2-b]pyridin-3-yl)pent-4-yn-1-ol formate